FC1=C(C=C(C=C1)N1C(=NN=C1)C=1C=CC=2N(C1)C(=CN2)C2=CC=C(C=C2)NC(COC)=O)OC N-[4-[6-[4-(4-fluoro-3-methoxy-phenyl)-1,2,4-triazol-3-yl]imidazo[1,2-a]pyridin-3-yl]phenyl]-2-methoxy-acetamide